C(O[C@H](C)C=1C=NC(=CC1)C)(OC1=CC=C(C=C1)[N+](=O)[O-])=O (R)-1-(6-methylpyridin-3-yl)ethyl 4-nitrophenyl carbonate